C(N)(=O)C=1C(=CC(=C(C1)S(=O)(=O)Cl)Cl)F 5-carbamoyl-2-chloro-4-fluorobenzenesulfonyl chloride